The molecule is a nitrile that is acrylonitrile in which the hydrogen located beta,trans to the cyano group is replaced by a tosyl group. It is an inhibitor of cytokine-induced IkappaB-alpha phosphorylation in cells. It has a role as a non-steroidal anti-inflammatory drug, an EC 2.7.11.10 (IkappaB kinase) inhibitor, an EC 3.1.3.48 (protein-tyrosine-phosphatase) inhibitor, a platelet aggregation inhibitor and an apoptosis inducer. It is a sulfone and a nitrile. CC1=CC=C(C=C1)S(=O)(=O)/C=C/C#N